C[C@@]1([C@H](C1)C(=O)ON1C(CCC1=O)=O)C1=CC=CC=C1.[C].[Zr].[Ti].[Al] aluminum-titanium-zirconium carbon 2,5-dioxopyrrolidin-1-yl (1S,2R)-2-methyl-2-phenylcyclopropane-1-carboxylate